C1(=CC=CC=C1)NC1=NC=CC(=N1)C1=CC(NC(=C1)N1C(COCC1)C(F)(F)F)=O 4-(2-phenylaminopyrimidin-4-yl)-6-[3-(trifluoromethyl)morpholin-4-yl]-1H-pyridin-2-one